2-(3-acetyl-5-(pyrimidin-5-yl)-1H-indazol-1-yl)-N-(2-((3-chloro-2-fluorophenylmethyl)amino)-2-oxoethyl)-N-isopropylacetamide C(C)(=O)C1=NN(C2=CC=C(C=C12)C=1C=NC=NC1)CC(=O)N(C(C)C)CC(=O)NCC1=C(C(=CC=C1)Cl)F